6-methyl-3-(methylthio)-1,2,4-triazin CC1=CN=C(N=N1)SC